(S)-1-(2-methylphenyl)-1-benzyl-3-(pyridin-2-yl)propadiene ethyl-1-(bicyclo[1.1.1]pentan-1-yl)-1H-1,2,3-triazole-4-carboxylate C(C)OC(=O)C=1N=NN(C1)C12CC(C1)C2.CC2=C(C=CC=C2)C(=C=CC2=NC=CC=C2)CC2=CC=CC=C2